8-bromobenzo[kl]xanthene BrC1=CC=CC=2C3=C4C(C=CC=C4OC12)=CC=C3